tert-butyl 2-{[(4-methylbenzenesulfonyl)oxy]methyl}pyrrolidine-1-carboxylate CC1=CC=C(C=C1)S(=O)(=O)OCC1N(CCC1)C(=O)OC(C)(C)C